(S)-2-(methylamino)-1-(p-tolyl)propan-1-one CN[C@H](C(=O)C1=CC=C(C=C1)C)C